3-[4-(2-Methoxyphenyl)sulfonylmorpholin-2-yl]benzothiophene-2-carboxamide COC1=C(C=CC=C1)S(=O)(=O)N1CC(OCC1)C1=C(SC2=C1C=CC=C2)C(=O)N